FC1=C(C(=CC=C1)F)C=1NC(=C(N1)C1=CC=C(C=C1)F)C1=CC=NC=C1 4-[2-(2,6-difluorophenyl)-4-(4-fluorophenyl)-1H-imidazol-5-yl]pyridine